1-[2-Fluoro-4-(trifluoromethyl)phenyl]cyclopropanecarboxylic acid FC1=C(C=CC(=C1)C(F)(F)F)C1(CC1)C(=O)O